1-Butyl-5-(diaminomethylene)-3-(2,4-dioxo-1,3-diazadispiro[4.1.57.15]tridecan-10-yl)pyrimidine-2,4,6(1H,3H,5H)-trione C(CCC)N1C(N(C(C(C1=O)=C(N)N)=O)C1CCC2(CC3(C(NC(N3)=O)=O)C2)CC1)=O